C1(=CCCCC1)CC(C=C)O 4-(1-cyclohexenyl)-1-buten-3-ol